ClC=1C=CC(=C(C1)C1=CC(N(C=C1OC)C(C(=O)NC1=CC=C(C(=O)OC(C)(C)C)C=C1)CC)=O)C=1OC(=NN1)C(F)F tert-Butyl 4-({2-[4-{5-chloro-2-[5-(difluoromethyl)-1,3,4-oxadiazol-2-yl]phenyl}-5-methoxy-2-oxopyridin-1(2H)-yl]butanoyl}amino)benzoate